C(C)(C)N1N=CC(=C1)NC1=NC=CC(=N1)C1=CC=C(C=C1)N1C(NCC1)=O 1-(4-(2-((1-isopropyl-1H-pyrazol-4-yl)amino)pyrimidin-4-yl)phenyl)imidazolidin-2-one